ClC=1C=C(C=CC1)CC1=CC=C(N=N1)NC(OC(C)(C)C)=O Tert-Butyl N-{6-[(3-chlorophenyl)methyl]pyridazin-3-yl}carbamate